N-tetrahydrofuran-3-ylideneamino-carbamic acid tert-butyl ester C(C)(C)(C)OC(NN=C1COCC1)=O